3-Isopropenyl-6-heptenoate C(=C)(C)C(CC(=O)[O-])CCC=C